(S)-N-((S)-(3-chloro-2,4-difluorophenyl)((1r,3S)-3-(trifluoromethyl)cyclobutyl)-methyl)-2-(fluoromethyl)-3-oxopiperazine-2-d-1-carboxamide ClC=1C(=C(C=CC1F)[C@@H](NC(=O)N1[C@](C(NCC1)=O)([2H])CF)C1CC(C1)C(F)(F)F)F